ClC=1C2=C(N=CN1)N(CC2(C)CC#N)C=2C=C(C#N)C=CN2 2-(4-chloro-5-(cyanomethyl)-5-methyl-5H-pyrrolo[2,3-d]pyrimidin-7(6H)-yl)isonicotinonitrile